3-hydroxyindole-2-one sulfate S(=O)(=O)(O)O.OC=1C(N=C2C=CC=CC12)=O